2,5-bis(5-hydroxymethyl-2-thienyl)furan OCC1=CC=C(S1)C=1OC(=CC1)C=1SC(=CC1)CO